Cl[Si](C1C(=CC2=C(C=CC=C12)C1=CC=CC=C1)CCCC)(C)C Chlorodimethyl-(4-phenyl-2-butyl-indenyl)silane